ClC1=CC2=C(N(C(N=C2N2[C@H](CN([C@@H](C2)C)C(C=C)=O)C)=O)C=2C(=NC=NC2C(C)C)C(C)C)N=C1C1=C(C#N)C=CC=C1 2-[6-Chloro-1-(4,6-diisopropylpyrimidin-5-yl)-4-[(2S,5R)-2,5-dimethyl-4-prop-2-enoyl-piperazin-1-yl]-2-oxo-pyrido[2,3-d]pyrimidin-7-yl]benzonitrile